C(=C)C(C(=O)O)C(C)=O.C(CC(=O)C)(=O)OC=C vinyl acetoacetate (vinyl 3-oxobutyrate)